Ethyl (S)-3-((S)-2-(5-(2-(dimethylamino)ethyl)-2-oxo-4-(trifluoromethyl)pyridin-1(2H)-yl)pent-4-enamido)-3-(4-fluoro-2'-(hex-5-en-1-yl)-4',6'-dimethyl-[1,1'-biphenyl]-3-yl)propanoate CN(CCC=1C(=CC(N(C1)[C@H](C(=O)N[C@@H](CC(=O)OCC)C=1C=C(C=CC1F)C1=C(C=C(C=C1C)C)CCCCC=C)CC=C)=O)C(F)(F)F)C